C1(CC1)CCC=1N=NN(N1)CC1=C(N=NN1C)C1=CC=C(C(=N1)C)O[C@@H]1C[C@H](CCC1)C(=O)O (1S,3S)-3-{[6-(5-{[5-(2-cyclopropyl-ethyl)-2H-1,2,3,4-tetrazol-2-yl]methyl}-1-methyl-1H-1,2,3-triazol-4-yl)-2-methylpyridin-3-yl]oxy}cyclohexane-1-carboxylic acid